(3S)-2-methyl-3-(6-methylimidazo[1,2-b]pyridazin-7-yl)oxy-butan-2-ol CC(C)([C@H](C)OC1=CC=2N(N=C1C)C=CN2)O